2-((2-(cyclooctylamino)-3,5,6-trifluoro-4-sulfamoylphenyl)sulfonyl)ethyl phenylcarbamate C1(=CC=CC=C1)NC(OCCS(=O)(=O)C1=C(C(=C(C(=C1F)F)S(N)(=O)=O)F)NC1CCCCCCC1)=O